N-((1r,4r)-4-((3-(3-(1H-pyrazol-4-yl)phenyl)-2-oxo-2,3-dihydro-1H-benzo[d]imidazol-1-yl)methyl)cyclohexyl)-5-Chloro-2-(difluoromethyl)nicotinamide N1N=CC(=C1)C=1C=C(C=CC1)N1C(N(C2=C1C=CC=C2)CC2CCC(CC2)NC(C2=C(N=CC(=C2)Cl)C(F)F)=O)=O